BrC=1C=C(OC2=CC=3N(C4=C(C(=C(C(=C4C3C=C2)[2H])[2H])[2H])[2H])C2=NC=CC(=C2)C(C)(C)C)C=CC1 2-(3-bromophenoxy)-9-(4-(t-butyl)pyridine-2-yl)-9H-carbazole-5,6,7,8-d4